The molecule is a triterpenoid that is 4,6,6-trimethylcyclohex-3-en-1-ol which is substituted at position 5 by a (3E,7E,11E)-3,8,12,16-tetramethylheptadeca-3,7,11,15-tetraen-1-yl group, originally isolated from the nonsaponifiable lipids of sasanqua oil (Camellia sasanqua). It is a triterpenoid, a monocyclic compound and a secondary alcohol. CC1=CC[C@@H](C([C@@H]1CC/C(=C/CC/C=C(\\C)/CC/C=C(\\C)/CCC=C(C)C)/C)(C)C)O